CN(C=1N=C(C=2N(C1)N=CC2)C2=CC=C(CNC(OC(C)(C)C)=O)C=C2)C tert-butyl (4-(6-(dimethylamino)pyrazolo[1,5-a]pyrazin-4-yl)benzyl)carbamate